3-methoxy-4-phenoxybenzenesulfonyl chloride COC=1C=C(C=CC1OC1=CC=CC=C1)S(=O)(=O)Cl